oxo-7,10,13,16-tetraoxa-4-azanonadecan-19-oate O=CCCNCCOCCOCCOCCOCCC(=O)[O-]